C1(CC1)NC(C1=CC(=CC=C1)C1=NC(=CC=C1)OC1=CC(=C(C=C1)F)O)=O N-cyclopropyl-3-(6-(4-fluoro-3-hydroxyphenoxy)pyridin-2-yl)benzamide